(R)-1-(2-chloropyridin-3-yl)ethyl (3-methyl-5-(5-nitropyridin-2-yl)isoxazol-4-yl)carbamate CC1=NOC(=C1NC(O[C@H](C)C=1C(=NC=CC1)Cl)=O)C1=NC=C(C=C1)[N+](=O)[O-]